3-(5-(4-(chloromethyl)-5-fluoropyridin-2-yl)-1-oxoisoindolin-2-yl)piperidine-2,6-dione ClCC1=CC(=NC=C1F)C=1C=C2CN(C(C2=CC1)=O)C1C(NC(CC1)=O)=O